C1(CC1)C=1C=C(C=C(C1F)N1C[C@H](OCC1)C)N1C(N(C=C1C)CC=1C=NN(C1)CC)=O 3-{3-cyclopropyl-4-fluoro-5-[(2R)-2-methylmorpholin-4-yl]phenyl}-1-[(1-ethyl-1H-pyrazol-4-yl)methyl]-4-methyl-1,3-dihydro-2H-imidazol-2-one